C1=CC(=C(C=C1C2=[O+]C3=CC(=CC(=C3C=C2O[C@H]4[C@@H]([C@H]([C@H]([C@H](O4)CO)O)O)O)O)O)O)O.[Cl-] The molecule is a memeber of the class of anthocyanin chlorides that has cyanidin 3-O-beta-D-galactoside as the cationic counterpart. It contains a cyanidin 3-O-beta-D-galactoside.